(2-chlorothieno[2,3-d]pyrimidin-6-yl)(3,3-difluorocyclobutyl)methanol ClC=1N=CC2=C(N1)SC(=C2)C(O)C2CC(C2)(F)F